C(C)(C)(C)OC(=O)N[C@H]1CN(CCC1)CCCCCCCC(=O)OCC ethyl (R)-8-(3-((tert-butoxycarbonyl)amino)piperidin-1-yl)octanoate